[4-(5-chlorooxazolo[4,5-b]pyridin-2-yl)piperazin-1-yl]-[6-(2,2-difluoro-5-azaspiro[2.4]heptan-5-yl)-5-fluoro-3-pyridyl]methanone ClC1=CC=C2C(=N1)N=C(O2)N2CCN(CC2)C(=O)C=2C=NC(=C(C2)F)N2CC1(C(C1)(F)F)CC2